COC1=CC=C(CNC2=CC=C(C(=N2)C)N2N=NC(=C2)C(=O)NCC=2SC(=NN2)C2=CC=CC=C2)C=C1 1-(6-((4-methoxybenzyl)amino)-2-methylpyridin-3-yl)-N-((5-phenyl-1,3,4-thiadiazol-2-yl)methyl)-1H-1,2,3-triazole-4-carboxamide